C(C)(C)(C)C1=NN(C(O1)=O)C1=C(C=C(C(=C1)OC(C)C)Cl)Cl 5-tertiary butyl-3-(2,4-dichloro-5-isopropoxyphenyl)-1,3,4-oxadiazol-2(3H)-one